C[C@H]1[C@@H]([C@H]([C@H]([C@H](O1)OP(=O)(O)OP(=O)(O)OC[C@@H]2[C@H](C[C@@H](O2)N3C=C(C(=O)NC3=O)C)O)O)O)O The molecule is the beta-anomer of dTDP-L-rhamnose. It has a role as an Escherichia coli metabolite. It derives from a dTDP-L-mannose. It is a conjugate acid of a dTDP-6-deoxy-beta-L-mannose(2-).